7,8-dihydro-5H-1,6-naphthyridine-2,6-dicarboxylic acid O6-tert-butyl ester O2-methyl ester COC(=O)C1=NC=2CCN(CC2C=C1)C(=O)OC(C)(C)C